1-(4-(5-Oxo-2-phenyl-5,6-dihydropyrimido[4,5-d]pyridazin-4-ylamino)benzyl)piperidin O=C1C2=C(C=NN1)N=C(N=C2NC2=CC=C(CN1CCCCC1)C=C2)C2=CC=CC=C2